C(C)(=O)O[C@H]1[C@@H](S)O[C@@H]([C@@H]([C@@H]1N1N=NC(=C1)C1=CC(=C(C(=C1)F)F)F)OC(C)=O)COC(C)=O 2,4,6-tri-O-acetyl-3-deoxy-3-[4-(3,4,5-trifluorophenyl)-1H-1,2,3-triazol-1-yl]-1-thio-α-D-galactopyranos